FC1=CCS(=O)(=O)O1 3-fluoro-2-propene-1,3-sultone